C1(CCC1)CN1C2CC(CC1CC2)N2CCC(CC2)C=2C=C(C1=C(N(C(=N1)C1=CC(=C(C=C1)OC)OC)C)C2)C 6-(1-(8-(cyclobutylmethyl)-8-azabicyclo[3.2.1]oct-3-yl)piperidin-4-yl)-2-(3,4-dimethoxyphenyl)-1,4-dimethyl-1H-benzo[d]imidazole